COC(=O)C1=NC(=C(N=C1NC1=CC(=C(C(=C1)F)OC1CCN(CC1)C(=O)OC(C)(C)C)F)NC)C=1C2=C(C=NC1)N(C=N2)C.ClC=2N=NC(=CC2C)Cl 3,6-dichloro-4-methyl-pyridazine methyl-3-[4-[(1-tert-butoxycarbonyl-4-piperidyl)oxy]-3,5-difluoro-anilino]-5-(methylamino)-6-(3-methylimidazo[4,5-c]pyridin-7-yl)pyrazine-2-carboxylate